CC(CCC)(C)OCC ethyl dimethyl-butyl ether